C(CC)OS(=O)(=O)[Si](OCC)(OCC)OCC.CNN(C(OCC)=O)NC N,N-dimethylaminoethyl-carbamic acid propyl-triethoxysilanesulfonate